3-cyclopropyl-N-(4-(pyridin-2-yl)benzyl)-5-(2,6-diazaspiro[3.3]heptan-2-yl)pyrazolo[1,5-a]pyrimidin-7-amine C1(CC1)C=1C=NN2C1N=C(C=C2NCC2=CC=C(C=C2)C2=NC=CC=C2)N2CC1(C2)CNC1